(Z)-7-((1R,2S,3R,4R)-4-(((2-amino-3-bromoquinolin-7-yl)oxy)methyl)-2,3-dihydroxycyclopentyl)-1,7-dihydro-4H-pyrrolo[2,3-d]pyrimidin-4-one O-methyl oxime CO\N=C/1\C2=C(NC=N1)N(C=C2)[C@H]2[C@@H]([C@@H]([C@H](C2)COC2=CC=C1C=C(C(=NC1=C2)N)Br)O)O